FC1(CCN(CC1)CC(=O)NC1=C(SC=C1C)C(=O)O)C 3-(2-(4-fluoro-4-methylpiperidin-1-yl)acetamido)-4-methylthiophene-2-carboxylic acid